5-(3-(2,2-difluoroethyl)-2-methyl-3H-imidazo[4,5-b]pyridin-5-yl)-N-((3S,4S)-3-fluoro-1-methylpiperidin-4-yl)pyrrolo[2,1-f][1,2,4]triazin-2-amine FC(CN1C(=NC=2C1=NC(=CC2)C=2C=CN1N=C(N=CC12)N[C@@H]1[C@H](CN(CC1)C)F)C)F